CC(C)NC1=CC=C(C=2C(C3=CC=CC=C3C(C12)=O)=O)NC1=CC=C(C=C1)C 1-[(1-methylethyl)amino]-4-[(4-methylphenyl)amino]anthraquinone